C1(=CC=CC=C1)C1(CNCC1)C(F)(F)F 3-phenyl-3-(trifluoromethyl)pyrrolidine